NC1=C(C=C(N=N1)C1=C(C=CC=C1)O)N1CC(N(CC1)S(=O)(=O)C1=CC=CC=C1)C 2-(6-amino-5-(3-methyl-4-(phenylsulfonyl)piperazin-1-yl)pyridazin-3-yl)phenol